diphenyl-N,N'-di(1-naphthyl)benzidine C1(=CC=CC=C1)N(C1=CC=C(C2=CC=C(N(C3=CC=CC4=CC=CC=C34)C3=CC=CC=C3)C=C2)C=C1)C1=CC=CC2=CC=CC=C12